N(C(=O)C)C=1C(=CC2=C([C@@H]3CC4=C(CN3CC2)C(=C(C=C4)NC(=O)C)OC)C1)OC (S)-2,10-di(acetamino)-3,9-dimethoxy-6,8,13,13a-tetrahydro-5H-dibenzo[a,g]quinolizine